3-(piperidin-3-yl)-1H-indole-4-ol N1CC(CCC1)C1=CNC=2C=CC=C(C12)O